methyl 2-(3,3,3-trifluoropropyl)oxazole-4-carboxylate FC(CCC=1OC=C(N1)C(=O)OC)(F)F